6-[3-ethylsulfonyl-6-(trifluoromethyl)imidazo[1,2-a]pyridin-2-yl]-2,2-difluoro-5H-[1,3]dioxolo[4,5-f]isoindol-7-one C(C)S(=O)(=O)C1=C(N=C2N1C=C(C=C2)C(F)(F)F)N2CC=1C=C3C(=CC1C2=O)OC(O3)(F)F